7-fluoro-6-(6-fluoro-[1,2,4]triazolo[1,5-a]pyridin-2-yl)-2-(((1R,3S)-3-((6-oxo-5-(trifluoromethyl)-1,6-dihydropyridazin-4-yl)amino)cyclohexyl)methyl)isoquinolin-1(2H)-one FC1=C(C=C2C=CN(C(C2=C1)=O)C[C@H]1C[C@H](CCC1)NC=1C=NNC(C1C(F)(F)F)=O)C1=NN2C(C=CC(=C2)F)=N1